C1(=CC=CC=C1)N(C(=O)N1[C@@H]([C@H]2CC[C@@H](C1)N2C(=O)C2(CCCC2)C2=CC=CC=C2)C(=O)O)C2=CC=CC=C2 (1R,2S,5S)-3-(diphenylcarbamoyl)-8-(1-phenylcyclopentane-1-carbonyl)-3,8-diazabicyclo[3.2.1]octane-2-carboxylic acid